C(=O)C=1N=NN(C1)C=1C=C(C(=O)O)C=CC1 3-(4-formyl-1H-1,2,3-triazol-1-yl)benzoic acid